5-(4-(1-((1-(4-(2,6-dioxopiperidin-3-yl)phenyl)piperidin-4-yl)methyl)piperidin-4-yl)piperazin-1-yl)-2-((S)-1-(3-ethoxy-4-methoxyphenyl)-2-(methylsulfonyl)ethyl)isoindoline-1,3-dione O=C1NC(CCC1C1=CC=C(C=C1)N1CCC(CC1)CN1CCC(CC1)N1CCN(CC1)C=1C=C2C(N(C(C2=CC1)=O)[C@H](CS(=O)(=O)C)C1=CC(=C(C=C1)OC)OCC)=O)=O